O-(3,7,11,15-tetramethylhexadecanoyl)glycerol CC(CC(=O)OCC(O)CO)CCCC(CCCC(CCCC(C)C)C)C